Di-i-butylaluminum chloride C(C(C)C)[Al](CC(C)C)Cl